chloro-silicon Cl[Si]